2-(2-(2-fluorophenoxy)acetyl)-8-(3-(trifluoromethyl)phenyl)-1,3,4,12a-tetrahydrobenzo[e]pyrazino[1,2-a][1,4]diazepine-6,12(2H,11H)-dione FC1=C(OCC(=O)N2CC3N(C(C4=C(NC3=O)C=CC(=C4)C4=CC(=CC=C4)C(F)(F)F)=O)CC2)C=CC=C1